C(C=1C(C(=O)Cl)=CC=CC1)(=O)Cl phthalic acid dichloride